Cl.N[C@H](C(=O)NC1=CC=C(C=C1)SCC1=CC=CC=C1)CC1=NC=CC=C1 (S)-2-amino-N-(4-(benzylthio)phenyl)-3-(pyridin-2-yl)propionamide hydrochloride